4-((2-acetamidothiazol-5-yl)methylpiperazin-1-yl)-N-(1H-benzo[d]imidazol-2-yl)acetamide C(C)(=O)NC=1SC(=CN1)CC1N(CCNC1)C1=CC=CC=2NC(=NC21)NC(C)=O